CC1CN(CC(O1)C)C 2,4,6-trimethylmorpholine